COC=1C=C2CCN(CC2=CC1)C(=O)[O-] 6-methoxy-3,4-dihydro-1H-isoquinoline-2-carboxylate